10-fluoro-N-hydroxy-2-methyl-5,6-dihydropyrrolo[2,1-a]isoquinoline-8-carboxamide FC=1C=C(C=C2CCN3C(C12)=CC(=C3)C)C(=O)NO